N-diazoimidazole-1-sulfonamide hydrogen chloride Cl.[N+](=[N-])=NS(=O)(=O)N1C=NC=C1